2-(4-Phenylmethylmorpholin-2-yl)ethanol C1(=CC=CC=C1)CN1CC(OCC1)CCO